C(C=C)C1C(NCC1)=O 3-allyl-pyrrolidone